BCCCB 1,3-diboraneylpropane